N-(4-tert-butylbenzothien-2-yl)-2,3-di-tert-butylphenylamine C(C)(C)(C)C1=CC=CC2=C1C=C(S2)NC2=C(C(=CC=C2)C(C)(C)C)C(C)(C)C